tert-butyl 4-(5-(methylcarbamoyl)pyridin-2-yl)piperazine-1-carboxylate hydrochloride Cl.CNC(=O)C=1C=CC(=NC1)N1CCN(CC1)C(=O)OC(C)(C)C